IC1=CC=NC2=C1OC[C@H]1N2C[C@H](C1)O[C@@H]1COCC1 (6aS,8S)-4-iodo-8-(((S)-tetrahydrofuran-3-yl)oxy)-6a,7,8,9-tetrahydro-6H-pyrido[3,2-b]pyrrolo[1,2-d][1,4]oxazine